3-(7-(4-(3-(((1r,4r)-4-(3-bromo-2-methylphenoxy)cyclohexyl)oxy)propyl)piperazin-1-yl)-1-methyl-1H-indazol-3-yl)piperidine-2,6-dione BrC=1C(=C(OC2CCC(CC2)OCCCN2CCN(CC2)C=2C=CC=C3C(=NN(C23)C)C2C(NC(CC2)=O)=O)C=CC1)C